benzyl rac-(4aS,8aR)-1-[6-(2-hydroxy-4,6-dimethyl-phenyl)pyridazin-3-yl]-3,4a,5,7,8,8a-hexahydro-2H-pyrido[3,4-b][1,4]oxazine-6-carboxylate OC1=C(C(=CC(=C1)C)C)C1=CC=C(N=N1)N1[C@H]2[C@@H](OCC1)CN(CC2)C(=O)OCC2=CC=CC=C2 |r|